methyl 2-(2-cyclopentyl-3,4-dihydro-2H-pyrrol-5-yl)hydrazine-1-carboxylate C1(CCCC1)C1N=C(CC1)NNC(=O)OC